3-(2-methyl-2H-tetrazol-5-yl)-4-((3-(trifluoromethyl)phenyl)amino)benzoic acid CN1N=C(N=N1)C=1C=C(C(=O)O)C=CC1NC1=CC(=CC=C1)C(F)(F)F